2-Bromo-3-fluoro-N-methyl-6-nitro-aniline BrC1=C(NC)C(=CC=C1F)[N+](=O)[O-]